Tert-butyl (2S)-2-{[(4-cyanopyridin-3-yl)oxy]methyl}pyrrolidine-1-carboxylate C(#N)C1=C(C=NC=C1)OC[C@H]1N(CCC1)C(=O)OC(C)(C)C